1'-(tert-butyl) 5-methyl-6-fluoro-2H-spiro[benzofuran-3,4'-piperidine]-1',5-dicarboxylate CC1(C(=CC2=C(C1)C1(CCN(CC1)C(=O)OC(C)(C)C)CO2)F)C(=O)[O-]